iron-cobalt-nickel gold [Au].[Ni].[Co].[Fe]